C(#N)C(=C(C(=O)OCC)[O-])C#N.[Na+] Sodium 1,1-dicyano-3-ethoxy-3-oxo-prop-1-en-2-olate